CC1=CC=C(C(=O)OC[C@]2(O[C@H](C[C@@H]2OC(C2=CC=C(C=C2)C)=O)N2C3=NC(=NC(=C3N=C2)NC2CC2)F)C=C)C=C1 [(2R,3S,5R)-5-[6-(cyclopropylamino)-2-fluoro-purin-9-yl]-3-(4-methylbenzoyl)oxy-2-vinyl-tetrahydrofuran-2-yl]methyl 4-methylbenzoate